4-cyclopropoxy-N-(2,5-dichlorophenyl)-2-(methylsulfanyl)pyrimidine-5-carboxamide C1(CC1)OC1=NC(=NC=C1C(=O)NC1=C(C=CC(=C1)Cl)Cl)SC